3-(benzyloxy)-5-methylaniline C(C1=CC=CC=C1)OC=1C=C(N)C=C(C1)C